C(C)(C)(C)OC(COS(=O)(=O)C1=CC=C(C)C=C1)=O tert-butyl-α-(p-toluenesulfonyloxy)-acetate